2-(3-chloropropyl)-2-methyl-1,3,6-trioxa-2-silacyclooctane ClCCC[Si]1(OCCOCCO1)C